(E)-3-fluoro-2-hydroxy-5-(1-(4-(pyrrolidin-1-yl)phenyl)-1H-pyrazol-4-yl)benzaldehyde O-phenyloxime C1(=CC=CC=C1)O\N=C\C1=C(C(=CC(=C1)C=1C=NN(C1)C1=CC=C(C=C1)N1CCCC1)F)O